tri(n-butyl)ammonium tetrakis{3,5-bis(trifluoromethyl)phenyl}borate FC(C=1C=C(C=C(C1)C(F)(F)F)[B-](C1=CC(=CC(=C1)C(F)(F)F)C(F)(F)F)(C1=CC(=CC(=C1)C(F)(F)F)C(F)(F)F)C1=CC(=CC(=C1)C(F)(F)F)C(F)(F)F)(F)F.C(CCC)[NH+](CCCC)CCCC